O=C(C(C)N1CCC(CC1)N1C(NC2=C1C=CC=C2)=O)C2=CC=CC=C2 1-(1-(1-oxo-1-phenylpropan-2-yl)piperidin-4-yl)-1,3-dihydro-2H-benzo[d]imidazol-2-one